ClC1=C(C=CC=C1)C1=NOC(=C1C(=O)OCC)C1CC1 ethyl 3-(2-chlorophenyl)-5-cyclopropylisoxazole-4-carboxylate